tert-butyl 4-((1-(2,6-dioxopiperidin-3-yl)-3-methyl-2-oxo-2,3-dihydro-1H-benzoimidazol-4-yl)ethynyl)piperidine-1-carboxylate O=C1NC(CCC1N1C(N(C2=C1C=CC=C2C#CC2CCN(CC2)C(=O)OC(C)(C)C)C)=O)=O